OCC1CCN(CC1)C1=CC=C2C(=NN(C2=C1)C)N1C(NC(CC1)=O)=O 1-(6-(4-(hydroxymethyl)piperidin-1-yl)-1-methyl-1H-indazol-3-yl)dihydropyrimidine-2,4(1H,3H)-dione